(1s,4s)-4-[(tert-butoxycarbonyl)(methyl)amino]cyclohexane-1-carboxylic acid C(C)(C)(C)OC(=O)N(C1CCC(CC1)C(=O)O)C